4-(4-chloro-1H-pyrrol-2-yl)benzonitrile ClC=1C=C(NC1)C1=CC=C(C#N)C=C1